ClC1=CC=C(C=C1)NC1=NC2=C(C3=CC=NC=C13)C1=C(N2)C=NC=C1 N-(4-chlorophenyl)-7H-pyrido[4',3':4,5]pyrrolo[2,3-c][2,7]naphthyridin-5-amine